(3-bromo-4-methylthiophen-2-yl)ethanone BrC1=C(SC=C1C)C(C)=O